C(CCCCCCCCCC=CCCCCCCCC)(=O)OCCCCCCCCCCCCCCCCCCCCCCCCCCC(C)C 27-methyloctacosyl eicos-11-enoate